C(C)NC1CCN(CC1)C1=C2C=CN=NC2=C(C=C1)C(=O)NC=1C=C(C=2N(C1)C=C(N2)C)F 5-[4-(ethylamino)piperidin-1-yl]-N-{8-fluoro-2-methylimidazo[1,2-a]pyridin-6-yl}cinnoline-8-carboxamide